9-(1-((1r,4r)-4-((tert-Butyldimethylsilyl)oxy)cyclohexyl)-1H-pyrazol-4-yl)-2-(2,6-dichlorophenyl)-3-methylimidazo[2,1-f][1,6]naphthyridine [Si](C)(C)(C(C)(C)C)OC1CCC(CC1)N1N=CC(=C1)C=1C=NC=2C=CN3C(C2C1)=NC(=C3C)C3=C(C=CC=C3Cl)Cl